(2S,3R)-3-((2-aminopyridin-4-yl)methyl)-N2-(1-methyl-1H-pyrazol-3-yl)-N1-((R)-1-(2,3-difluorophenyl)propyl)-N2-methyl-4-oxoazetidine-1,2-dicarboxamide NC1=NC=CC(=C1)C[C@@H]1[C@H](N(C1=O)C(=O)N[C@H](CC)C1=C(C(=CC=C1)F)F)C(=O)N(C)C1=NN(C=C1)C